O=C1NC(CCC1N1C(N(C2=C1C=CC(=C2)C=2C=C(OCCN1CCN(CC1)C(=O)OC(C)(C)C)C=CC2)C)=O)=O Tert-butyl 4-(2-(3-(1-(2,6-dioxopiperidin-3-yl)-3-methyl-2-oxo-2,3-dihydro-1H-benzo[d]imidazol-5-yl)phenoxy)ethyl)piperazine-1-carboxylate